N1C=NC(=C1)C(=O)N 1H-imidazole-4-carboxamide